CC(C)(C)OC(=O)C1=NC=COC=C1 [1,4]oxazepine-5-carboxylic acid-2-methylpropane-2-yl ester